ClC=1C=C(C(=NC1)C=1NC=CN1)F 5-chloro-3-fluoro-2-(1H-imidazol-2-yl)pyridine